C(C)S(=O)(=O)C=1C=C(C=NC1C=1OC2=C(N1)C=C(C=C2)S(=O)(=N)C(F)(F)F)N(C(C)=O)C N-[5-ethylsulfonyl-6-[5-(trifluoromethylsulfonimidoyl)-1,3-benzoxazol-2-yl]-3-pyridyl]-N-methyl-acetamide